C(CCCC)C1CCC(CC1)C1=CC=C(OC2=C(C=C(C=C2)N)N)C=C1 1-(4-(4-pentylcyclohexyl)phenoxy)-2,4-diaminobenzene